C[C@@H]1N(CC1)C=1N=C(C2=C(N1)CCC2)C=2C=C1C3(C(NC1=CC2)=O)C(C3)C#N 5'-[2-[(2S)-2-methylazetidin-1-yl]-6,7-dihydro-5H-cyclopenta[d]pyrimidin-4-yl]-2'-oxo-spiro[cyclopropane-2,3'-indoline]-1-carbonitrile